bis(4-isothiocyanatophenyl)ether N(=C=S)C1=CC=C(C=C1)OC1=CC=C(C=C1)N=C=S